ClC1=C(C=CC(=C1)Cl)N1N=C(N(C1=O)C)C(=O)N 1-(2,4-dichlorophenyl)-4-methyl-5-oxo-4,5-dihydro-1H-1,2,4-triazole-3-carboxamide